2-(5-(2-(((3R,4S)-3-methyl-1-((1-methyl-1H-imidazol-4-yl)sulfonyl)piperidin-4-yl)amino)-5-(trifluoromethyl)pyrimidin-4-yl)thiazol-2-yl)propan-2-ol C[C@@H]1CN(CC[C@@H]1NC1=NC=C(C(=N1)C1=CN=C(S1)C(C)(C)O)C(F)(F)F)S(=O)(=O)C=1N=CN(C1)C